nonylnonylphenol C(CCCCCCCC)C=1C(=C(C=CC1)O)CCCCCCCCC